2,2-difluoro-2-(2-fluorophenyl)acetic acid FC(C(=O)O)(C1=C(C=CC=C1)F)F